(S or R)-6-(2,2-difluorocyclopropyl)-N-(8-fluoro-7-(2-hydroxypropane-2-yl)-2-(piperidin-4-yl)imidazo[1,2-a]pyridin-6-yl)methylpicolinamide FC1([C@@H](C1)C1=CC=CC(=N1)C(=O)NCC=1C(=C(C=2N(C1)C=C(N2)C2CCNCC2)F)C(C)(C)O)F |o1:2|